(4R)-4-[3-Oxo-3-[3-[4-(trifluoromethylsulfonyl)phenyl]azetidin-1-yl]propyl]oxazolidin-2-one O=C(CC[C@H]1NC(OC1)=O)N1CC(C1)C1=CC=C(C=C1)S(=O)(=O)C(F)(F)F